C1=CC(=CC=C1CC2=CC=C(C=C2)N=C=O)N=C=O 4,4'-diisocyanatodiphenylmethane